5-[4,6-bis(2,2-dimethylmorpholin-4-yl)-1,3,5-triazin-2-yl]-4-(difluoromethyl)pyridin-2-amine CC1(CN(CCO1)C1=NC(=NC(=N1)N1CC(OCC1)(C)C)C=1C(=CC(=NC1)N)C(F)F)C